trans-3-fluoro-4-(4-((4-(4-((3-isopropoxyazetidine-1-carboxamido)methyl)-3-methylphenyl)pyrimidin-2-yl)amino)-1H-pyrazol-1-yl)piperidine-1-carboxylic acid tert-butyl ester C(C)(C)(C)OC(=O)N1C[C@H]([C@@H](CC1)N1N=CC(=C1)NC1=NC=CC(=N1)C1=CC(=C(C=C1)CNC(=O)N1CC(C1)OC(C)C)C)F